[Ca].FC([C@H](C)O)(F)C1=CC=C(C=C1)CC(=O)NC1=CC=C(C=C1)C1=NC=CN=C1C1=C(C=CC=C1)CC (S)-2-(4-(1,1-difluoro-2-hydroxypropyl)phenyl)-N-(4-(3-(2-ethylphenyl)pyrazin-2-yl)phenyl)acetamide Calcium